C1([C@H](O)[C@@H](O)[C@@H](O)[C@H](O1)CO)[C@@]1(O)[C@H](O)[C@@H](O)[C@H](O)[C@H](O1)CO D-galactopyranosyl-alpha-D-glucopyranose